C(#N)[NH-] N-cyanoamide